CN1C=C(C(C(=C1)C(=O)OC)C1=C(C=CC=C1)[N+](=O)[O-])C(=O)OC 1-methyl-3,5-dimethoxycarbonyl-4-(2-nitrophenyl)-1,4-dihydropyridine